Methyl 7-(2-((S)-1-((2S,4R)-1-((S)-2-(1-fluorocyclopropane-1-carboxamido)-3,3-dimethylbutanoyl)-4-hydroxypyrrolidine-2-carboxamido)ethyl)-5-(4-methylthiazol-5-yl)phenoxy)heptanoate FC1(CC1)C(=O)N[C@H](C(=O)N1[C@@H](C[C@H](C1)O)C(=O)N[C@@H](C)C1=C(OCCCCCCC(=O)OC)C=C(C=C1)C1=C(N=CS1)C)C(C)(C)C